C1(=CC=CC=C1)S(=O)(=O)C1=CC=C(C=C1)CCCC 1-(4-phenylsulfonylphenyl)-butane